5-bromo-3-ethyl-3-methylindolin-2-one BrC=1C=C2C(C(NC2=CC1)=O)(C)CC